sulfoalanine, succinimidyl ester S(=O)(=O)(O)N[C@@H](C)C(=O)ON1C(CCC1=O)=O